CN(C)C1=CC=C(C=O)C=C1 4-(N,N-dimethylamino)benzaldehyde